BrC=1C=C(C(=C(C1)/C=C/C(=O)C1=CC=C(C=C1)OC)O)OC (E)-3-(5-bromo-2-hydroxy-3-methoxyphenyl)-1-(4-methoxyphenyl)prop-2-en-1-one